O=C1N(CC=2C=C3C(=CC12)OC(O3)(C3=CC=CC=C3)C3=CC=CC=C3)[C@H](C(=O)OC)CC(=O)OC(C)(C)C 4-tert-butyl 1-methyl (2S)-2-(5-oxo-2,2-diphenyl-5,7-dihydro-2H,6H-[1,3]dioxolo[4,5-f]isoindol-6-yl)butanedioate